O1CCN(CC1)C=1C2=C(N=CN1)N(C(=C2)C2=CC=C(C=C2)NCC2(CCNCC2)O)COCC[Si](C)(C)C 4-(((4-(4-morpholino-7-((2-(trimethylsilyl)ethoxy)methyl)-7H-pyrrolo[2,3-d]pyrimidin-6-yl)phenyl)amino)methyl)piperidin-4-ol